[Br-].C(C)OC(OCC)[SiH2]CCCCCCCCOC1=C(C=C(C=C1)O)[P+](C1=CC=C(C=C1)C)(C1=CC=C(C=C1)C)C1=CC=C(C=C1)C (2-[8-(diethoxymethylsilyl)octoxy]-5-hydroxyphenyl)tri(p-tolyl)phosphonium bromide